(R)-4-(3-(3-Aminopiperidin-1-carbonyl)-1-(2-fluoro-4-(2-hydroxy-2-methylpropyl)phenyl)-1H-pyrazol-5-yl)-2-fluorobenzonitril N[C@H]1CN(CCC1)C(=O)C1=NN(C(=C1)C1=CC(=C(C#N)C=C1)F)C1=C(C=C(C=C1)CC(C)(C)O)F